ClC=1C=C2CCC(C2=CC1)C1=C(C(=O)N)C=CC(=C1)N(S(=O)(=O)C)C (5-chloroindan-1-yl)-4-[methyl-(methylsulfonyl)amino]benzamide